3,2-dioxaphospholane P1OOCC1